C(C1=CC=CC=C1)N1CCC(CC1)(C(=O)O)CC(=O)O 1-benzyl-4-(carboxymethyl)piperidine-4-carboxylic acid